FC=1C(=C(C(=O)OC)C=C(C1F)CNOC)NC1=C(C=C(C=C1)I)F Methyl 3,4-difluoro-2-(2-fluoro-4-iodoanilino)-5-[(methoxyamino)methyl]benzoate